4-chloro-6-(4-(4-methylpiperazin-1-yl)phenyl)-7-((2-(trimethylsilyl)ethoxy)methyl)-7H-pyrrolo[2,3-d]pyrimidine ClC=1C2=C(N=CN1)N(C(=C2)C2=CC=C(C=C2)N2CCN(CC2)C)COCC[Si](C)(C)C